C1=C(C=CC=2C3=CC=CC=C3C3=CC=CC=C3C12)N1C2=CC=CC=C2C=2C=C(C=CC12)C=1C=C(C=CC1)N1C2=CC=CC=C2C=2C=CC=CC12 9-[3-(9-(triphenylene-2-yl)-9H-carbazol-3-yl)phenyl]-9H-carbazole